(S)-3-(N-(5-cyano-2-(3-hydroxypiperidin-1-yl)phenyl)sulfamoyl)-4-methoxybenzoic acid C(#N)C=1C=CC(=C(C1)NS(=O)(=O)C=1C=C(C(=O)O)C=CC1OC)N1C[C@H](CCC1)O